tert-butyl-8-(4-(1-((benzyloxy)carbonyl)piperidin-4-yl)pyrimidin-2-yl)-3,8-diazabicyclo[3.2.1]octane-3-carboxylate C(C)(C)(C)OC(=O)N1CC2CCC(C1)N2C2=NC=CC(=N2)C2CCN(CC2)C(=O)OCC2=CC=CC=C2